C1(=CC=CC=C1)N(C1=CC=C(C2=CC=CC=C12)C1=CC=C(C=C1)C1=CC=C(C=C1)C1=CC=C(C=C1)C1=CC=C(C2=CC=CC=C12)N(C1=CC=CC=C1)C1=CC=CC=C1)C1=CC=CC=C1 bis[4-diphenylaminonaphthalen-1-yl]-p-terphenyl